N1(CCCCCC1)CCOC1=CC=C(CN2C(=C(C3=CC(=CC=C23)OCC2=CC=CC=C2)C)C2=CC=C(C=C2)OCC2=CC=CC=C2)C=C1 {4-[2-(azepan-1-yl)ethoxy]benzyl}-5-(benzyloxy)-2-[4-(benzyloxy)phenyl]-3-methyl-1H-indole